[CH2-]C=1C=C(C(=C(C1)O)C)O 5-Methanidyl-2-methylbenzene-1,3-diol